(4-(morpholinomethyl)-2-(piperidin-1-yl)phenyl)-2-(1H-pyrazol-4-yl)thiazole-4-carboxamide O1CCN(CC1)CC1=CC(=C(C=C1)C1=C(N=C(S1)C=1C=NNC1)C(=O)N)N1CCCCC1